CC(CN(C1=NC=CC(=N1)C#N)CC1=CC=C(C=C1)C1=CC=C(C=C1)SC)(C)C 2-[(2,2-dimethylpropyl)({4-[4-(methylthio)phenyl]phenyl}methyl)amino]pyrimidine-4-carbonitrile